BrC1=CC=C(C=C1)CCCCCCC#C[Si](C(C)C)(C(C)C)C(C)C (8-(4-Bromophenyl)oct-1-yn-1-yl)triisopropylsilane